3-(2-(dipropylamino) ethyl)-1H-indol-6-yl acetate C(C)(=O)OC1=CC=C2C(=CNC2=C1)CCN(CCC)CCC